C1(CC1)S(=O)(=O)C1=CC=C(C=C1)N1C(N(C(C1=O)(C)C)CC1=CC(=NC=C1)NC(C)C)=O 3-(4-(cyclopropylsulfonyl)phenyl)-1-((2-(isopropylamino)pyridin-4-yl)methyl)-5,5-dimethylimidazolidine-2,4-dione